C(C)(=O)C=1C=CC(=C(C1)CSC1=NC2=C(N1CC(=O)O)C=CC(=C2)F)OC 2-[2-[(5-acetyl-2-methoxy-phenyl)methylsulfanyl]-5-fluoro-benzoimidazol-1-yl]acetic acid